N-[3-furyl]-3-(1-methylpiperidin-4-yl)pyrrolo[3,2-b]pyridine-5-carboxamide O1C=C(C=C1)NC(=O)C1=CC=C2C(N1)=C(C=N2)C2CCN(CC2)C